ThiolEnbenzyl 6-chloro-6-oxo-hexanoate ClC(CCCCC(=O)OCC1=CC=CC=C1C=1SCCC1)=O